CC1=CC=C2C(=CNC2=C1)C[C@@H](C)NC(OC(C)(C)C)=O tert-butyl (R)-(1-(6-methyl-1H-indol-3-yl)propan-2-yl)carbamate